C(CC)C(CC(=O)O)CNC([C@H](CC)N)=O 3-n-propyl-4-[(S)-2'-aminobutanamido]butanoic acid